tert-butyl ((2R,4S)-2-methylpiperidin-4-yl)carbamate C[C@H]1NCC[C@@H](C1)NC(OC(C)(C)C)=O